(5-cyclopropyl-3-(2,6-dichlorophenyl)isoxazol-4-yl)ethane-1,2-diol C1(CC1)C1=C(C(=NO1)C1=C(C=CC=C1Cl)Cl)C(CO)O